N-(4-piperidyl)-1,7-naphthyridine-6-carboxamide N1CCC(CC1)NC(=O)C=1C=C2C=CC=NC2=CN1